4-chloro-2-[4-(4-chlorophenyl)-piperazin-1-yl]-6,7-dihydrothieno[3,2-d]pyrimidine ClC=1C2=C(N=C(N1)N1CCN(CC1)C1=CC=C(C=C1)Cl)CCS2